COCC1=NN(C=C1C(=O)N)CC=1C=NC=2CCN(CC2C1)C(C)C 3-(methoxymethyl)-1-{[6-(propan-2-yl)-5,6,7,8-tetrahydro-1,6-naphthyridin-3-yl]methyl}-1H-pyrazole-4-carboxamide